O1CCC(CC1)N1N=CC(=C1)C#N 1-tetrahydropyran-4-yl-pyrazole-4-carbonitrile